C(C)(C)(C)[S@@](=O)N[C@H]1C2=CC=CC=C2N(C12CCN(CC2)C(=O)OC(C)(C)C)C tert-butyl (3S)-3-[[(R)-tert-butylsulfinyl] amino]-1-methyl-spiro[indoline-2,4'-piperidine]-1'-carboxylate